N-(3-(N-(tert-butyl)sulfamoyl)phenyl)-4-(methylsulfonyl)-2-(6-azaspiro[2.5]octan-6-yl)benzamide C(C)(C)(C)NS(=O)(=O)C=1C=C(C=CC1)NC(C1=C(C=C(C=C1)S(=O)(=O)C)N1CCC2(CC2)CC1)=O